C(C1=CC=CC=C1)N1C(C2C(C(C(C1CC1=CC=CC=C1)C2=O)=O)C(=O)[O-])=O 3,4-dibenzyl-2-oxo-6,8-dioxo-3-azabicyclo[3.2.1]octane-7-carboxylate